ClC=1C(=C(C=C2C=C(N=CC12)NC(=O)N1C2CC(C1)C2)C=2C=NC=CC2C)F N-[8-chloro-7-fluoro-6-(4-methylpyridin-3-yl)isoquinolin-3-yl]-2-azabicyclo[2.1.1]Hexane-2-carboxamide